Diethyl 1-[2-(5-chloro-6-methylpyridin-2-yl)-2-oxoethyl]-4-cyclopropyl-1H-pyrazole-3,5-dicarboxylate ClC=1C=CC(=NC1C)C(CN1N=C(C(=C1C(=O)OCC)C1CC1)C(=O)OCC)=O